FC1(CCC(CC1)[C@H](NC(=O)C1=CC=NN1C(C)C)C=1N=C2N(N=CC(=C2)CN2C(NCCCC2)=O)C1)F (S)-N-((4,4-Difluorocyclohexyl)(7-((2-oxo-1,3-diazepan-1-yl)methyl)imidazo[1,2-b]pyridazin-2-yl)methyl)-1-isopropyl-1H-pyrazole-5-carboxamide